ClC1=CC=C2C(N(C(N(C2=C1)CC1=CC=C(C(=O)NO)C=C1)=O)CCC1=CC=CC=C1)=O 4-((7-chloro-2,4-dioxo-3-phenethyl-3,4-dihydroquinazolin-1(2H)-yl)methyl)-N-hydroxybenzamide